methyl (S)-2-((((9H-fluoren-9-yl)methoxy)carbonyl)amino)-3-(4-(tert-butoxy)-3,5-difluorophenyl)propanoate C1=CC=CC=2C3=CC=CC=C3C(C12)COC(=O)N[C@H](C(=O)OC)CC1=CC(=C(C(=C1)F)OC(C)(C)C)F